N-(4-((2-(1,1-difluoroethyl)-6-methylpyrimidin-4-yl)amino)-5-(5-ethyl-4,5,6,7-tetrahydropyrazolo[1,5-a]pyrazin-2-yl)pyridin-2-yl)acetamide FC(C)(F)C1=NC(=CC(=N1)NC1=CC(=NC=C1C1=NN2C(CN(CC2)CC)=C1)NC(C)=O)C